4-(4-((((2-fluorophenyl)(methyl)(oxo)-λ6-sulfaneylidene)amino)methyl)-1H-pyrazol-1-yl)benzonitrile FC1=C(C=CC=C1)S(=O)(C)=NCC=1C=NN(C1)C1=CC=C(C#N)C=C1